C(C)(=O)C1=CC(=C2[C@](N(C(C2=C1)=O)CC1=C(C=C(C=C1)Cl)S(=O)(=O)C)(O[C@H]1COCC1)C1=CC=C(C=C1)Cl)F (3R)-6-acetyl-2-[(4-chloro-2-methylsulfonylphenyl)methyl]-3-(4-chlorophenyl)-4-fluoro-3-[(3R)-oxolane-3-yloxy]-2,3-dihydro-1H-isoindol-1-one